C(C1=CC=CC=C1)OC(=O)N[C@H](C=1N=C2N(N=C(C(=C2)N(C)C)C(=O)OC)C1)C1CCC(CC1)(F)F methyl (S)-2-((((benzyloxy)carbonyl)amino)(4,4-difluorocyclohexyl)methyl)-7-(dimethylamino)imidazo[1,2-b]pyridazine-6-carboxylate